(3-(3-(pyrimidin-5-yl)benzyl)-1,2,3-oxadiazol-3-ium-5-yl)((3-(trifluoromethyl)phenyl)carbamoyl)amide N1=CN=CC(=C1)C=1C=C(C[N+]2=NOC(=C2)[N-]C(NC2=CC(=CC=C2)C(F)(F)F)=O)C=CC1